FC1(CCN(CCC1)C1=NC2=CC=CC=C2C=C1C(=O)NC=1SC(=CC1)S(N)(=O)=O)F 2-(4,4-difluoroazepan-1-yl)-N-(5-sulfamoylthiophen-2-yl)quinoline-3-carboxamide